CN(C(CN1CCNCC1)=O)CC(=O)NC=1SC2=C(N1)C=CC(=C2)OC(F)(F)F 2-[N-Methyl-2-(piperazin-1-yl)acetamido]-N-[6-(trifluoromethoxy)-1,3-benzothiazol-2-yl]acetamide